ethyl-2-(7-bromopyrazolo[1,5-a]pyridin-3-yl)oxazole C(C)C=1N=C(OC1)C=1C=NN2C1C=CC=C2Br